C(C1=CC=CC=C1)O[C@H](C(=O)N)C (S)-2-(benzyloxy)propionamide